ClC1=CC=C(C=C1)C[C@H]1CC[C@@H](N1)[C@H](O)C1=CC(=CC=C1)F (R)-{(2R,5R)-5-[(p-chlorophenyl)methyl]-2-pyrrolidinyl}(m-fluorophenyl)methanol